3-(5-((4-((4,4-dimethyl-2-(thiophen-2-yl)cyclohex-1-en-1-yl)methyl)piperazin-1-yl)methyl)-1-oxoisoindolin-2-yl)piperidine-2,6-dione CC1(CC(=C(CC1)CN1CCN(CC1)CC=1C=C2CN(C(C2=CC1)=O)C1C(NC(CC1)=O)=O)C=1SC=CC1)C